C1=CC=CC=2C3=CC=CC=C3C(C12)COC(=O)N([C@H](C(=O)O)CCC)C (2S)-2-{[(9H-fluoren-9-ylmethoxy)carbonyl](methyl)amino}pentanoic acid